(5s,8s,10ar)-3-acetyl-5-amino-8-(6-phenyl-4-azaspiro[2.4]heptane-4-carbonyl)octahydropyrrolo[1,2-a][1,5]diazocine-6(1H)-one C(C)(=O)N1CC[C@@H]2N(C([C@H](C1)N)=O)[C@@H](CC2)C(=O)N2C1(CC1)CC(C2)C2=CC=CC=C2